FC=1C=C(COC2=CC=C(C=3CCCCC23)NC(OC(C)(C)C)=O)C=CC1 tert-butyl (4-((3-fluorobenzyl)oxy)-5,6,7,8-tetrahydronaphthalen-1-yl)carbamate